4-(3-(4-(4-(1H-imidazol-1-yl)butanamido)-2,6-dimethylphenoxy)-5-methylphenyl)-N-ethyl-6-methyl-7-oxo-6,7-dihydro-1H-pyrrolo[2,3-c]pyridine-2-carboxamide N1(C=NC=C1)CCCC(=O)NC1=CC(=C(OC=2C=C(C=C(C2)C)C=2C3=C(C(N(C2)C)=O)NC(=C3)C(=O)NCC)C(=C1)C)C